3-(4-(2-(4-((2-morpholinopyrimidin-4-yl)methoxy)phenyl)propan-2-yl)phenoxy)propane-1-amine O1CCN(CC1)C1=NC=CC(=N1)COC1=CC=C(C=C1)C(C)(C)C1=CC=C(OCCCN)C=C1